N1=CSC=2C(NCCC21)=O 5H,6H,7H-[1,3]thiazolo[5,4-c]pyridin-4-one